CC=1CC2=CC=CC(=C2C1)C1=CC=CC=C1 2-methyl-4-phenyl-indene